N-(2-((Cyclopentylamino)methyl)quinolin-8-yl)-4-(trifluoromethyl)benzenesulfonamide C1(CCCC1)NCC1=NC2=C(C=CC=C2C=C1)NS(=O)(=O)C1=CC=C(C=C1)C(F)(F)F